3-oxo-3-(p-bromophenyl)propionitrile O=C(CC#N)C1=CC=C(C=C1)Br